2,3-dimethylazacyclopropane CC1NC1C